Ethyl 4-((3-chloro-4-fluorophenyl) amino)-5,6,7-trifluoro-1H-indole-2-carboxylate ClC=1C=C(C=CC1F)NC1=C2C=C(NC2=C(C(=C1F)F)F)C(=O)OCC